methyl 6-(aminomethyl)-5-bromopicolinate NCC1=C(C=CC(=N1)C(=O)OC)Br